3-(2-methyl-4-neopentylphenyl)-2-methylpropionaldehyde CC1=C(C=CC(=C1)CC(C)(C)C)CC(C=O)C